COC1=CC=C(C=N1)CNC[C@H]1CN(CCC1)C(=O)OC(C)(C)C (S)-tert-Butyl 3-((((6-methoxypyridin-3-yl)methyl)amino)methyl)piperidine-1-carboxylate